1-(2,6-bis(benzyloxy)pyridin-3-yl)-3-ethyl-5-(4,4,5,5-tetramethyl-1,3,2-dioxaborolan-2-yl)-1H-benzo[d]imidazol-2(3H)-one C(C1=CC=CC=C1)OC1=NC(=CC=C1N1C(N(C2=C1C=CC(=C2)B2OC(C(O2)(C)C)(C)C)CC)=O)OCC2=CC=CC=C2